C(C)(C)(C)OC(=O)N1CCC(CC1)C(C=1C=C(C(=C(C(=O)O)C1)C(C1=CC=C(C=C1)Cl)=O)F)O 5-[(1-tert-butoxycarbonyl-4-piperidyl)-hydroxymethyl]-2-(4-chlorobenzoyl)-3-fluoro-benzoic acid